NC1CN(CCC1)C1=NC=CC(=C1)C1=NC(=CC=C1)NCC1=CC(=CC=C1)F 2'-(3-aminopiperidin-1-yl)-N-(3-fluorobenzyl)-[2,4'-bipyridine]-6-amine